CC=1C=C(C(=NC1)C(=O)N1[C@@H]2[C@@H](C[C@H](C1)C2)OC2=NC=C(C=N2)C)C2=NC=CC=N2 (5-methyl-3-(pyrimidin-2-yl)pyridin-2-yl)((1S,4R,6R)-6-((5-methylpyrimidin-2-yl)oxy)-2-azabicyclo[2.2.1]hept-2-yl)methanone